3-benzoyl-12-(((2S,3R,4S,6R)-4-(dimethylamino)-3-hydroxy-6-methyltetrahydro-2H-pyran-2-yl)oxy)-13-methoxy-9,9,11,13,15,17-hexamethyl-7-oxa-3,17-diazaspiro[5.12]octadecane-8,10-dione C(C1=CC=CC=C1)(=O)N1CCC2(CC1)OC(C(C(C(C(C(CC(CN(C2)C)C)(C)OC)O[C@@H]2O[C@@H](C[C@@H]([C@H]2O)N(C)C)C)C)=O)(C)C)=O